Tert-butyl N-[3-methyl-5-[[2-[(2R,5S)-5-methyl-2-[6-(methylamino)-3-pyridyl]-1-piperidyl]-2-oxo-acetyl]amino]-2-pyridyl]carbamate CC=1C(=NC=C(C1)NC(C(=O)N1[C@H](CC[C@@H](C1)C)C=1C=NC(=CC1)NC)=O)NC(OC(C)(C)C)=O